2-((7-chloroisoquinolin-1-yl)oxy)-N,N-bis(2-methoxyethyl)ethane-1-amine ClC1=CC=C2C=CN=C(C2=C1)OCCN(CCOC)CCOC